CO[Si](OC)(OC)C=1C(=C([O-])C=CC1)C(C)(C1=CC=CC=C1)C trimethoxysilyl(1-methyl-1-phenylethyl)phenoxide